1-(6-(2,6-dimethylphenoxy)-6-oxohexyl)-3,3-dimethyl-3H-indol-1-ium acetate C(C)(=O)[O-].CC1=C(OC(CCCCC[N+]2=CC(C3=CC=CC=C23)(C)C)=O)C(=CC=C1)C